FC1=CN=C(S1)NC(=O)N1CCC2(CC1)CCC(CC2)N(C=2C1=C(N=CN2)NC=C1)C N-(5-fluorothiazol-2-yl)-9-(methyl(7H-pyrrolo[2,3-d]pyrimidin-4-yl)amino)-3-azaspiro[5.5]undecane-3-carboxamide